6-(4-((3-(2,6-dioxopiperidin-3-yl)benzyl)(methyl)amino)piperidin-1-yl)-2-(4-phenoxyphenyl)nicotinamide O=C1NC(CCC1C=1C=C(CN(C2CCN(CC2)C2=NC(=C(C(=O)N)C=C2)C2=CC=C(C=C2)OC2=CC=CC=C2)C)C=CC1)=O